FC1=C(C=CC=C1)NC(=O)C1=CN=CO1 N-(2-fluorophenyl)oxazole-5-carboxamide